C(C)S(=O)(=O)CC1=CN=C(O1)C1=CC=CC=C1 5-((ethylsulfonyl)methyl)-2-phenyloxazole